ClC=1C=C(OC2=C(C(=NC3=CC(=C(C=C23)NC(\C=C\CN(C)C)=O)OCC)C)C#N)C=CC1OC (E)-N-(4-(3-chloro-4-methoxyphenoxy)-3-cyano-7-ethoxy-2-methylquinolin-6-yl)-4-(dimethylamino)but-2-enamide